3-[4-(Diethylamino)phenyl]-1-(2-hydroxyphenyl)prop-2-en-1-one C(C)N(C1=CC=C(C=C1)C=CC(=O)C1=C(C=CC=C1)O)CC